2-Amino-6-(benzyloxy)-7-(2-hydroxypropyl)-9-(4-methoxybenzyl)-7,9-dihydro-8H-purin-8-one NC1=NC(=C2N(C(N(C2=N1)CC1=CC=C(C=C1)OC)=O)CC(C)O)OCC1=CC=CC=C1